3-(4-(((4-methoxyphenethyl)(4,5,7-trifluorobenzo[d]thiazol-2-yl)-amino)methyl)phenyl)propiolic acid COC1=CC=C(CCN(C=2SC3=C(N2)C(=C(C=C3F)F)F)CC3=CC=C(C=C3)C#CC(=O)O)C=C1